sodium (diisopropyl)naphthalenesulphonate, sodium salt [Na+].C(C)(C)C=1C(=C(C2=CC=CC=C2C1)S(=O)(=O)[O-])C(C)C.[Na+].C(C)(C)C=1C(=C(C2=CC=CC=C2C1)S(=O)(=O)[O-])C(C)C